2-Hydroxyethyl-(S,E)-(1-((1-((1H-indol-2-yl)methyl)-2-oxo-1,2-dihydropyridin-3-yl)amino)-7-amino-1,7-dioxohept-5-en-2-yl)carbamat OCCOC(N[C@H](C(=O)NC=1C(N(C=CC1)CC=1NC2=CC=CC=C2C1)=O)CC\C=C\C(=O)N)=O